OP(O)OP(O)O.C(C)(C)(C)C1=C(C(=CC(=C1)C(C)(C)C)C)C(O)(C(CO)(CO)CO)C1=C(C=C(C=C1C)C(C)(C)C)C(C)(C)C bis(2,4-bis-tert-butyl-6-methylphenyl)pentaerythritol diphosphite